C(C1=CC=CC=C1)C1=CC(=C(S1)NC(C1=CC(=C(C=C1)OC)COC1=C(C=C(C=C1)Cl)Cl)=O)C(=O)N 5-benzyl-2-{3-[(2,4-dichlorophenoxy)methyl]-4-methoxybenzamido}thiophene-3-carboxamide